ClC1=C(C=CC=C1Cl)N1CCNCC1 2,3-dichlorophenyl-piperazine